CC(C)(C)OC(COC(COCCC)C)C 2-methyl-2-[1-methyl-2-(1-methyl-2-propoxy-ethoxy)ethoxy]propane